C1(CCCCC1)C(C(=O)NC1CCCCC1)N1C(=NC2=C1C=C1C=CC=CC1=C2)C2=C(C=C(C=C2)OC)OC 2,N-dicyclohexyl-2-[2-(2,4-dimethoxy-phenyl)-naphtho[2,3-d]imidazol-1-yl]-acetamide